1-ethyl-4-vinyl-pyridine-1-ium bromide [Br-].C(C)[N+]1=CC=C(C=C1)C=C